N-(4-(2-((7-amino-2-(furan-2-yl)-[1,2,4]triazolo[1,5-a][1,3,5]triazin-5-yl)amino)ethyl)phenyl)-4-hydroxy-3-(trifluoromethyl)benzenesulfonamide NC1=NC(=NC=2N1N=C(N2)C=2OC=CC2)NCCC2=CC=C(C=C2)NS(=O)(=O)C2=CC(=C(C=C2)O)C(F)(F)F